2-[2-[(2S)-4-[6-(5-isopropoxy-1H-indazol-3-yl)pyrimidin-4-yl]-2-methyl-piperazin-1-yl]ethoxy]isoindoline-1,3-dione C(C)(C)OC=1C=C2C(=NNC2=CC1)C1=CC(=NC=N1)N1C[C@@H](N(CC1)CCON1C(C2=CC=CC=C2C1=O)=O)C